(4RS)-4-(aminomethyl)cyclohex-1-ene-1-carboxylic acid NC[C@H]1CC=C(CC1)C(=O)O |r|